C(C)C(C(=O)[O-])CCCC.[Zn+2].C(C)C(C(=O)[O-])CCCC zinc 2-ethyl-1-hexanate